CN1N=CC(=C1)C1=NC2=CC=CC=C2C(=C1)[C@@H](C)N (R)-1-(2-(1-methyl-1H-pyrazol-4-yl)quinolin-4-yl)-ethan-1-amine